ClC1=C(C=C(C=C1)Cl)C1=CC=C(O1)C(=O)NC1=CC=C(C=C1)C(\C=C\C1=CC=C(C=C1)N(C)CCO)=O 5-(2,5-Dichlorophenyl)-N-[4-[(E)-3-[4-[2-hydroxyethyl(methyl)amino]phenyl]prop-2-enoyl]phenyl]furan-2-carboxamide